ClC1=C(C(=NN1C1=NC=CC=C1)C)C=O 5-CHLORO-3-METHYL-1-(PYRIDIN-2-YL)-1H-PYRAZOLE-4-CARBALDEHYDE